(4Z)-2-[[(1R)-2-amino-1-phenyl-ethyl]amino]-4-[(3-methylbenzimidazol-5-yl)methylene]-1H-imidazol-5-one dihydrochloride Cl.Cl.NC[C@@H](C1=CC=CC=C1)NC=1NC(/C(/N1)=C/C1=CC2=C(N=CN2C)C=C1)=O